iron bis-terpyridine N1=C(C=CC=C1)C1=NC=CC=C1C1=NC=CC=C1.N1=C(C=CC=C1)C1=NC=CC=C1C1=NC=CC=C1.[Fe]